C(#N)C=1C=C(C(=NC1C1=CC2=C(OC(O2)(F)F)C=C1)COC)C(=O)N1CCC(CC1)S(=O)(=O)N(C)CC 1-[5-cyano-6-(2,2-difluoro-1,3-benzodioxol-5-yl)-2-(methoxymethyl)pyridine-3-carbonyl]-N-ethyl-N-methyl-piperidine-4-sulfonamide